methylpropenyl-trihydroxysilane ((1-(2,2-difluoroethyl)azetidin-3-yl)methyl)carbamate FC(CN1CC(C1)CNC(O)=O)F.CO[Si](O)(O)C=CC